CN([C@@H]1[C@H]([C@@H](O[C@@H](C1)C)OC1C(CC(CN(C(C(C(C(OC(C(C(C1C)O)C)=O)CC)(C)O)O)C)C)C)(C)O)O)C 11-[(2S,3R,4S,6R)-4-(dimethylamino)-3-hydroxy-6-methyl-tetrahydropyran-2-yl]oxy-2-ethyl-3,4,10,13-tetrahydroxy-3,5,6,8,10,12,14-heptamethyl-1-oxa-6-azacyclopentadecan-15-one